FC1=CC=C(C=C1)[P](C1=CC=CC=C1)=O (4-fluorophenyl)(phenyl)phosphorus oxide